C(=CC=C)C1=CC=CC=C1 but-1,3-dien-1-ylbenzene